ClC1=CC=C2C(=CNC2=C1F)\C=C\1/NC(N(C1=O)C(C(=O)O)C1=CC(=C(C=C1)F)F)=O (Z)-2-(4-((6-chloro-7-fluoro-1H-indol-3-yl)methylene)-2,5-dioxoimidazolidin-1-yl)-2-(3,4-difluorophenyl)acetic acid